3,3-dihydroxyl-alpha-carotene OC1(CC(C)(C)C(=C(C1)C)\C=C\C(\C)=C\C=C\C(\C)=C\C=C\C=C(/C)\C=C\C=C(/C)\C=C\C1C(C)=CCCC1(C)C)O